4-(7-(3-fluoro-4-(trifluoromethyl)phenoxy)-1,2,3,4-tetrahydro-isoquinoline-2-carbonyl)-piperidine-1-carboxamide FC=1C=C(OC2=CC=C3CCN(CC3=C2)C(=O)C2CCN(CC2)C(=O)N)C=CC1C(F)(F)F